NC1=C(C(=NN1C(C)C)C1=CC=C(C=C1)CC(=O)NC1=CC(=NO1)CC12CC(C1)C2)C(=O)N 5-Amino-3-[4-[2-[[3-(3-bicyclo[1.1.1]pentanylmethyl)isoxazol-5-yl]amino]-2-oxoethyl]phenyl]-1-isopropyl-pyrazole-4-carboxamide